6-methoxy-8-(4-(trifluoromethyl)phenoxy)quinoline-3-carboxylic acid methyl ester COC(=O)C=1C=NC2=C(C=C(C=C2C1)OC)OC1=CC=C(C=C1)C(F)(F)F